C1(CCCC1)C=1C=C(C(=NC1)NNC(C1=C(C=CC(=C1)[N+](=O)[O-])SC1=NN=NN1C)=O)F N'-(5-cyclopentyl-3-fluoro-2-pyridyl)-2-(1-methyltetrazol-5-yl)sulfanyl-5-nitro-benzohydrazide